sulfo-maleimide S(=O)(=O)(O)C=1C(=O)NC(C1)=O